CC(C(=O)OCCP(=O)=C(O)C[N+](C)(C)C)=C (2-methyl)Acryloyloxyethyl-phosphorylcholine